C(C)(C)(C)OC[C@H]1CC([C@H]2[C@@H]1OC(O2)(C)C)=O (3aR,6R,6aR)-6-(tert-butoxymethyl)-2,2-dimethyltetrahydro-4H-cyclopenta[d][1,3]dioxol-4-one